ClC1=C(COC=2C(=C3CCC(C3=CC2)N2CCC(CC2)C(=O)O)C)C(=CC=C1)Cl 1-(5-((2,6-dichloro-benzyl)oxy)-4-methyl-2,3-dihydro-1H-inden-1-yl)piperidine-4-carboxylic acid